C(=O)(OC(C)(C)C)N[C@@H](CC1=CC(=C(C=C1)F)F)C(=O)O BOC-L-3,4-difluorophenylalanine